((1s,2s,4r)-rel-7-(4'-cyano-3'-fluoro-6-(6-fluoro-1-methyl-1H-indazol-5-yl)-[1,1'-biphenyl]-3-carbonyl)-7-azabicyclo[2.2.1]hept-2-yl)carbamic acid tert-butyl ester C(C)(C)(C)OC(N[C@@H]1[C@@H]2CC[C@H](C1)N2C(=O)C=2C=C(C(=CC2)C=2C=C1C=NN(C1=CC2F)C)C2=CC(=C(C=C2)C#N)F)=O |o1:7,8,11|